FC=1C(NC(N(C1)[C@@H]1O[C@@H](C=C1)CO)=O)=O 5-fluoro-1-((2R,5S)-5-(hydroxymethyl)-2,5-dihydrofuran-2-yl)pyrimidine-2,4(1H,3H)-dione